2-(2-(((1R,2S)-2-(4-Fluorophenyl)cyclopropyl)amino)acetyl)-N-hydroxy-1,2,3,4-tetrahydroisoquinoline-7-carboxamide TFA salt OC(=O)C(F)(F)F.FC1=CC=C(C=C1)[C@H]1[C@@H](C1)NCC(=O)N1CC2=CC(=CC=C2CC1)C(=O)NO